triisobutoxyzirconium bromide [Br-].C(C(C)C)O[Zr+](OCC(C)C)OCC(C)C